N-((5-amino-7-methoxy-[1,2,4]triazolo[1,5-c]quinazolin-2-yl)methyl)-4-(2-hydroxypropan-2-yl)-N-methylbenzamide NC1=NC=2C(=CC=CC2C=2N1N=C(N2)CN(C(C2=CC=C(C=C2)C(C)(C)O)=O)C)OC